N-(2,5-dimethyl-2,3-dihydrobenzofuran-3-yl)-2-oxo-6-(trifluoromethyl)-1,2-dihydropyridine-3-carboxamide CC1OC2=C(C1NC(=O)C=1C(NC(=CC1)C(F)(F)F)=O)C=C(C=C2)C